1-ethyl-2-methyl-imidazolium C(C)N1C(=[NH+]C=C1)C